N1=CC=C(C=C1)N1CCC(CC1)C(=O)OCC(COC(CCCCCCC\C=C/C\C=C/CCCCC)=O)COC(=O)C1CCC(CC1)C1CCC(CC1)CCCCC 3-(((9Z,12Z)-octadeca-9,12-dienoyl)oxy)-2-((((1r,1's,4R,4'R)-4'-pentyl-[1,1'-bi(cyclohexane)]-4-carbonyl)oxy)methyl)propyl 1-(pyridin-4-yl)piperidine-4-carboxylate